[O-2].[Ga+3].[Sc+3].[O-2].[O-2] scandium gallium oxide